FC1(CCC(CC1)C1=C(C(=O)N)C(=CC=C1)COCC1CN(CC12CN(C2)C(=O)[C@@H]2C(C2)(C)C)C(=O)C=2C=NN(C2)CC2=CC=C(C=C2)F)F 2-(4,4-difluorocyclohexyl)-6-(((2-((S)-2,2-dimethylcyclopropane-1-carbonyl)-6-(1-(4-fluorobenzyl)-1H-pyrazole-4-carbonyl)-2,6-diazaspiro[3.4]octan-8-yl)methoxy)methyl)benzamide